C1(=CC=CC=C1)N(C1=CC=C(C=C1)C1=CC=C(C=C1)C1=NC=2C(=CC=C(C2N=C1C1=CC=C(C=C1)P(=O)(C1=CC=CC=C1)C1=CC=CC=C1)C#N)C#N)C1=CC=CC=C1 2-(4'-(diphenylamino)-[1,1'-biphenyl]-4-yl)-3-(4-(diphenylphosphoryl)phenyl)quinoxaline-5,8-dinitrile